C1(=CC=CC=C1)N1C2=CC=CC=C2C=2C=C(C=CC12)B(O)O N-phenyl-carbazole-3-boronic acid